(6R)-6-{[2-(4-bromo-2-chlorophenyl)[1,2,4]triazolo[1,5-c]quinazolin-5-yl]amino}-1,4-diazepin-5-one BrC1=CC(=C(C=C1)C1=NN2C(=NC=3C=CC=CC3C2=N1)NC=1C(N=CC=NC1)=O)Cl